(2-Dimethylaminoethyl)triethoxysilan CN(CC[Si](OCC)(OCC)OCC)C